C(C=C)N1N(C2=NC(=NC=C2C1=O)NC1=CC=C(C=C1)NC(C1=C(C=CC(=C1)CN1C(NC(C2=C(C=CC=C12)F)=O)=O)F)=O)C1=NC(=CC=C1)C(C)(C)O N-[4-[[2-allyl-1-[6-(1-hydroxy-1-methyl-ethyl)-2-pyridyl]-3-oxo-pyrazolo[3,4-d]pyrimidin-6-yl]amino]phenyl]-2-fluoro-5-[(5-fluoro-2,4-dioxo-quinazolin-1-yl)methyl]benzamide